FC1=C(C=C(C=C1F)C1=C(C=CC=C1C)C)C(CC(=O)[O-])NC(C(CC(C)C)N1C(C=C(C(=C1)CCN(C)C)C(F)(F)F)=O)=O 3-(4,5-difluoro-2',6'-dimethyl-[1,1'-biphenyl]-3-yl)-3-(2-(5-(2-(dimethylamino)ethyl)-2-oxo-4-(trifluoromethyl)pyridin-1(2H)-yl)-4-methylpentanamido)propanoate